BrC=1C(N(C=C(C1)Cl)C)=O 3-bromo-5-chloro-1-methylpyridin-2(1H)-one